The molecule is a guanidinium ion obtained by protonation of the guanidino group and cytidine ring of agmatidine. Nucleotide used in tRNA Ile2 at position 34 in Archaea. Ensures the tRNA only charges Ile and not Met. C1=C[N+](=C(N=C1N)NCCCC[NH+]=C(N)N)[C@H]2[C@@H]([C@@H]([C@H](O2)CO)O)O